N-(4-chloro-7-propoxybenzo[d]thiazol-2-yl)-3-((7-(5-methyl-1,2,4-oxadiazol-3-yl)isoquinolin-1-yl)amino)propanamide ClC1=CC=C(C2=C1N=C(S2)NC(CCNC2=NC=CC1=CC=C(C=C21)C2=NOC(=N2)C)=O)OCCC